o-chloroterephthaloyl chloride ClC1=C(C(=O)Cl)C=CC(=C1)C(=O)Cl